9-isopropyl-2-methoxyisoxazolo[5,4-H]quinazoline C(C)(C)C1=NOC2=CC=C3C=NC(=NC3=C21)OC